ClC=1C=C2C(C(=CN(C2=CC1F)C=1C=NC(=CC1)Cl)C(=O)OCC)=O ethyl 6-chloro-1-(6-chloropyridin-3-yl)-7-fluoro-4-oxo-1,4-dihydroquinoline-3-carboxylate